C(#N)C(C)(C)C1=CC=C(CN2N=CC(=C2COC)C(=O)N)C=C1 1-(4-(2-cyanoprop-2-yl)benzyl)-5-(methoxymethyl)-1H-pyrazole-4-carboxamide